NC1=CC(=NC(=N1)C(F)F)NC1=C(C(=O)NC2CC2)C(=CC=N1)NCC ((6-amino-2-(difluoromethyl)pyrimidin-4-yl)amino)-N-cyclopropyl-4-(ethylamino)nicotinamide